N(=[N+]=[N-])CCCOC1=CC=C(C=C1)N=NC1=CC=C(C(=O)N)C=C1 4-{2-[4-(3-azidopropoxy)phenyl]diazenyl}benzamide